N-[(2R)-4-amino-2-cyclopropyl-4-oxobutan-2-yl]-4-cyclopropyl-3-(6-fluoropyridin-3-yl)benzamide NC(C[C@](C)(C1CC1)NC(C1=CC(=C(C=C1)C1CC1)C=1C=NC(=CC1)F)=O)=O